F[Sb-](F)(F)(F)(F)F.C12C(CC(C=C1)C2)CCCC[N+](C)(C)C 4-(bicyclo[2.2.1]hept-5-en-2-yl)-N,N,N-trimethylbutan-1-aminium hexafluoroantimonate